methyl 4-[1-cyclopropyl-4-(trifluoromethyl)imidazol-2-yl]-3-fluoro-5-methoxybenzoate C1(CC1)N1C(=NC(=C1)C(F)(F)F)C1=C(C=C(C(=O)OC)C=C1OC)F